ClC=1C=NC=C(C1[C@@H](C)OC=1C=C2C(=NNC2=CC1)C=1C=NC(=C(C1)OC)N1CC2(C1)CN(C2)S(=O)(=O)C)Cl (R)-5-(1-(3,5-dichloropyridin-4-yl)ethoxy)-3-(5-methoxy-6-(6-(methylsulfonyl)-2,6-diazaspiro[3.3]heptan-2-yl)pyridin-3-yl)-1H-indazole